5-bromo-2-fluoroanisole BrC=1C=CC(=C(C1)OC)F